OCC1=C(C(=CC(=C1)CCC)CO)O 2,6-bis(hydroxymethyl)-4-propylphenol